FC1=C(C=CC(=C1)F)C(CSC1=NN=NN1C1=CC=C(C=C1)C)=O 1-(2,4-difluorophenyl)-2-((1-(p-tolyl)-1H-tetrazol-5-yl)thio)ethan-1-one